N-(2-(6-methylpyrimidin-4-yl)-1H-pyrrolo[3,2-c]pyridin-6-yl)cyclopropanecarboxamide CC1=CC(=NC=N1)C1=CC=2C=NC(=CC2N1)NC(=O)C1CC1